(S)-3'-(hydroxymethyl)-4'-(3-(5-(trifluoromethyl)pyridin-2-yloxy)pyrrolidin-1-yl)biphenyl-2-carboxamide OCC=1C=C(C=CC1N1C[C@H](CC1)OC1=NC=C(C=C1)C(F)(F)F)C=1C(=CC=CC1)C(=O)N